FCC1OCCCC1 2-(fluoromethyl)tetrahydro-2H-pyran